C1(=C(C(=C(C(=C1[2H])[2H])[2H])[2H])[2H])C1=CC(=CN1S(=O)(=O)C=1C=NC=CC1)C(=O)[2H] 5-(phenyl-d5)-1-(pyridin-3-ylsulfonyl)-1H-pyrrole-3-carbaldehyde-d